N-(6-(benzo[d][1,3]dioxol-5-yl)-1-cyclohexyl-1H-pyrazolo[3,4-d]pyrimidin-4-yl)-5-nitrothiophene-2-carboxamide O1COC2=C1C=CC(=C2)C2=NC(=C1C(=N2)N(N=C1)C1CCCCC1)NC(=O)C=1SC(=CC1)[N+](=O)[O-]